2,2,5-Trimethyl-5-pentylcyclopentanon CC1(C(C(CC1)(CCCCC)C)=O)C